(endo)-3-amino-8-azabicyclo[3.2.1]octane-8-carboxylate NC1CC2CCC(C1)N2C(=O)[O-]